4-bromo-5-(2-((tert-butyldimethylsilyl)oxy)ethyl)thiophene-2-carboxylic acid BrC=1C=C(SC1CCO[Si](C)(C)C(C)(C)C)C(=O)O